sulfur oxide cerium [Ce].S=O